Lithium acetate salt C(C)(=O)[O-].[Li+]